5-(3-(6-(2-(4-(3,3-difluorocyclobutoxy)-6-methylpyridin-2-yl)acetamido)pyridazin-3-yl)pyrrolidin-1-yl)-N-((6-methylpyridin-2-yl)methyl)-1,3,4-thiadiazole-2-carboxamide FC1(CC(C1)OC1=CC(=NC(=C1)C)CC(=O)NC1=CC=C(N=N1)C1CN(CC1)C1=NN=C(S1)C(=O)NCC1=NC(=CC=C1)C)F